5-(piperazin-1-yl)pyridinecarboxamide N1(CCNCC1)C=1C=CC(=NC1)C(=O)N